AMINOCAPROIC ACID ANION NC(C(=O)[O-])CCCC